C(#N)C(C)(C)C1=CC=C(C=N1)NCC#CC=1N(C2=CC=C(C=C2C1)CNC1CCN(CC1)CC(=O)N(C(C)C)C)CC(F)(F)F 2-[4-({[2-(3-{[6-(1-cyano-1-methylethyl)pyridin-3-yl]amino}prop-1-yn-1-yl)-1-(2,2,2-trifluoroethyl)-1H-indol-5-yl]methyl}amino)piperidin-1-yl]-N-methyl-N-(propan-2-yl)acetamide